(4-hydroxybenzyl)trimethylammonium iodide [I-].OC1=CC=C(C[N+](C)(C)C)C=C1